C(=O)C1=C(OC=C1)C formylmethylfuran